tert-butyl (S)-2-(((1-(4-fluoro-3-(trifluoromethyl)phenyl)cyclopropyl)amino)methyl)azetidine-1-carboxylate FC1=C(C=C(C=C1)C1(CC1)NC[C@H]1N(CC1)C(=O)OC(C)(C)C)C(F)(F)F